NC1=C(C=C(C=N1)C=1C=NC=CC1)O[C@H](C)C=1C=C(C=CC1)NC(=O)C1=CC=C2CCN(C2=C1)C (R)-N-(3-(1-((6-Amino-[3,3-bipyridin]-5-yl)oxy)ethyl)phenyl)-1-methylindolin-6-carboxamid